(5-methylpyridin-3-yl)boronic acid CC=1C=C(C=NC1)B(O)O